OCCN(CCCCCCCC(=O)OC(CCCCCCCC)CCCCCCCC)CCCCOC(=O)OCCCCCCCCCCC heptadecan-9-yl 8-((2-hydroxyethyl)(4-(((undecyloxy)carbonyl)oxy)butyl)amino)octanoate